ICCC(=O)OCCCCCCCCCCCCCCCCCCC nonadecyl 3-iodopropionate